O=C1NC(CCC1N1C(C2=CC=C(C=C2C1=O)N1CC(CC1)CN1CCC(CC1)C1=C(C=C(C=C1)NC=1N=C(N=NC1C(=O)N)N1CCCCC1)F)=O)=O 5-((4-(1-((1-(2-(2,6-dioxopiperidin-3-yl)-1,3-dioxoisoindolin-5-yl)pyrrolidine-3-yl)methyl)piperidin-4-yl)-3-fluorophenyl)amino)-3-(piperidin-1-yl)-1,2,4-triazine-6-carboxamide